C(\C=C\CCCCCCCCC\C=C/C\C=C/CCCCC)(=O)OCC ethyl (2e,13z,16z)-docosa-2,13,16-trienoate